CC1=NN2C(C=NC(=C2)NC(=O)N2CCC=3C2=NC=CC3N3C[C@H](NCC3)C)=N1 (R)-N-(2-methyl-[1,2,4]triazolo[1,5-a]pyrazin-6-yl)-4-(3-methylpiperazin-1-yl)-2,3-dihydro-1H-pyrrolo[2,3-b]pyridine-1-carboxamide